O1COC2=C1C=CC(=C2)C(C(=O)NCCCC)N2C(=NC1=C2C=CC=C1)C1=C(C=C(C=C1)OC)OC 2-benzo[1,3]dioxol-5-yl-N-butyl-2-[2-(2,4-dimethoxy-phenyl)-benzimidazol-1-yl]-acetamide